O[C@H]1C[C@H]2CC[C@H]3[C@@H]4CC[C@H]([C@@H](CCC(=O)O)C)[C@]4(CC[C@@H]3[C@]2(CC1)C)C.CN(C1=CC=C(C=C1)S(=O)(=O)NC[C@@H](CNS(=O)(=O)N1C[C@@H](CCC1)C1=C(C=CC=C1)OC)C)C (S)-N-((S)-3-((4-(dimethylamino)phenyl)sulfonylamino)-2-methylpropyl)-3-(2-methoxyphenyl)piperidine-1-sulfonamide 3alpha-hydroxy-5beta-cholanate